1-(4-fluorobenzyl)-2-(4-(4-methoxyphenyl)-6-(3-nitrophenyl)pyrimidin-2-yl)guanidine hydrochloride Cl.FC1=CC=C(CNC(=NC2=NC(=CC(=N2)C2=CC=C(C=C2)OC)C2=CC(=CC=C2)[N+](=O)[O-])N)C=C1